C(C1=CC=CC=C1)N1N=CC(=C1)C(=O)N1CC2(CN(C2)C(=O)OC(C)(C)C)[C@@H](C1)C(N[C@H](C(=O)NC)[C@@H](C)OCC1=CC=CC=C1)=O tert-butyl (S)-6-(1-benzyl-1H-pyrazole-4-carbonyl)-8-(((2S,3R)-3-(benzyloxy)-1-(methylamino)-1-oxobutan-2-yl)carbamoyl)-2,6-diazaspiro[3.4]octane-2-carboxylate